C(C)(=O)N1CC=2N(CC1)C(=NC2C=2C=CC=C1C=C(N=CC21)C=2C=CC(=NC2OC)C(=O)NCCC#CC2=C1CN(C(C1=CC=C2)=O)C2C(NC(CC2)=O)=O)CC 5-(8-(7-Acetyl-3-ethyl-5,6,7,8-tetrahydroimidazo[1,5-a]pyrazin-1-yl)isoquinolin-3-yl)-N-(4-(2-(2,6-dioxopiperidin-3-yl)-1-oxoisoindolin-4-yl)but-3-yn-1-yl)-6-methoxypicolinamide